C(#N)C=1C=C(C=CC1)C=1N=C(SC1C1=CC(=NC(=C1)C)C)NC(=O)N1C[C@@H](N([C@@H](C1)C)C(=O)OC(C)(C)C)C tert-butyl (2S,6R)-4-[[4-(3-cyanophenyl)-5-(2,6-dimethyl-4-pyridyl)thiazol-2-yl]carbamoyl]-2,6-dimethyl-piperazine-1-carboxylate